dinitro-pentane [N+](=O)([O-])C(CC)(CC)[N+](=O)[O-]